FC(C=1C(=C(C=CC1)[C@@H](C)NC1=CN=NC2=CC=C(C=C12)OC)F)F (R)-N-(1-(3-(difluoromethyl)-2-fluorophenyl)ethyl)-6-methoxycinnolin-4-amine